3,4-dimethoxy-N-((2S)-1-oxo-1-(6-(pyridin-3-yl)-5,6-dihydropyridin-1(2H)-yl)propan-2-yl)benzamide COC=1C=C(C(=O)N[C@H](C(N2CC=CCC2C=2C=NC=CC2)=O)C)C=CC1OC